C1CCC2=C(C=3CCCC3C=C12)NC(=O)N=[S@@](=O)(N)C1=CN=C(S1)C(C([2H])([2H])[2H])(C([2H])([2H])[2H])O (S)-N'-((1,2,3,5,6,7-hexahydro-s-indacen-4-yl)carbamoyl)-2-(2-hydroxy-propan-2-yl-1,1,1,3,3,3-d6)thiazole-5-sulfonimidamide